(S)-N-(1-(3-chlorophenyl)-2-hydroxyethyl)-1-(5-fluoro-2-((tetrahydro-2H-pyran-4-yl)amino)-pyrimidin-4-yl)-1H-pyrrole-3-carboxamide ClC=1C=C(C=CC1)[C@@H](CO)NC(=O)C1=CN(C=C1)C1=NC(=NC=C1F)NC1CCOCC1